5-bromo-3-methoxypyridin-2-amine BrC=1C=C(C(=NC1)N)OC